ethyl (3S)-1-[5-[6-(tert-butoxycarbonylamino)hexyl]-3-pyridyl]piperidine-3-carboxylate C(C)(C)(C)OC(=O)NCCCCCCC=1C=C(C=NC1)N1C[C@H](CCC1)C(=O)OCC